6-chlorospiro[3H-furo[3,4-c]pyridine-1,4'-tetrahydropyran] ClC1=CC2=C(C=N1)COC21CCOCC1